C(C)(=O)NC=1N=C2N(N=C(C=C2)C=2C=C(C(=NC2)C)C(=O)NCC(CC2=CC=C(C=C2)F)(C)O)C1 5-{2-acetamidoimidazo[1,2-b]pyridazin-6-yl}-N-[3-(4-fluorophenyl)-2-hydroxy-2-methylpropyl]-2-methylpyridine-3-carboxamide